(±)-1-fluoro-N-(2,3,4-trifluorophenyl)-6,7,8,9-tetrahydro-5H-5,8-epiminocyclohepta[c]pyridine-10-carboxamide FC1=NC=CC2=C1CC1CCC2N1C(=O)NC1=C(C(=C(C=C1)F)F)F